(R)-6-fluoro-1-(3-methoxycyclobutyl)-7-(2-(((3-methylpyridin-2-yl)oxy)methyl)pyrrolidin-1-yl)-4-oxo-1,4-dihydroquinoline-3-carboxylic acid FC=1C=C2C(C(=CN(C2=CC1N1[C@H](CCC1)COC1=NC=CC=C1C)C1CC(C1)OC)C(=O)O)=O